CS(=O)(=O)OC(CNC=1N=CC=C2C1NC(=C2)C(=O)OCC)CC ethyl 7-(2-methylsulfonyloxybutylamino)-1H-pyrrolo[2,3-c]pyridine-2-carboxylate